5-chloro-N-(1-(5-((1s,3s)-3-(trifluoromethoxy)cyclobutyl)-1,3,4-oxadiazole-2-carbonyl)piperidin-4-yl)benzofuran-2-carboxamide ClC=1C=CC2=C(C=C(O2)C(=O)NC2CCN(CC2)C(=O)C=2OC(=NN2)C2CC(C2)OC(F)(F)F)C1